4-[(1R)-2-(benzenesulfonyl)-2-fluoro-1-{[(S)-2-methylpropan-2-sulfinyl] amino} ethyl]-4-fluoropiperidine-1-carboxylate C1(=CC=CC=C1)S(=O)(=O)C([C@H](N[S@@](=O)C(C)(C)C)C1(CCN(CC1)C(=O)[O-])F)F